OCC1(C(C2=CC(=CC=C2C1)C)=O)C 2-(hydroxymethyl)-2,6-dimethyl-2,3-dihydro-1H-inden-1-one